OCC1=CN(C=CC=C1)C=O [3-(hydroxymethyl)azepin-1-yl]methanone